FC(C(=O)O)(F)F.CC([C@@H](CC#N)N1N=CC(=C1)C=1C2=C(N=C(N1)C)N(C=C2)OCC[Si](C)(C)C)(C)C |r| (3R)- and (3S)-4,4-dimethyl-3-[4-(7-[2-(trimethylsilyl)ethoxy]-methyl-7H-pyrrolo[2,3-d]-pyrimidin-4-yl)-1H-pyrazol-1-yl]pentanenitrile trifluoroacetate salt